FC=1C=2N(C=CC1)C(=CN2)C2=NC=C(C1=C2CNC1=O)NC1=NC=C(C=C1)C1(CCOCC1)O 4-(8-fluoroimidazo[1,2-a]pyridin-3-yl)-7-((5-(4-hydroxytetra-hydro-2H-pyran-4-yl)pyridin-2-yl)amino)-2,3-dihydro-1H-pyrrolo[3,4-c]pyridin-1-one